N(=[N+]=[N-])CCCCCCCOC=1C=C(C=CC1)[C@@H](C)NC(C1=CC(=CC=C1)NCC1=NN=C(N1C)C1=NC=NC=C1)=O (R)-N-(1-(3-(7-azidoheptyloxy)phenyl)ethyl)-3-((4-methyl-5-(pyrimidin-4-yl)-4H-1,2,4-triazol-3-yl)methylamino)benzamide